methoxymethyl 4-hydroxy-3-methoxy-2,5,6-trimethylbenzoate OC1=C(C(=C(C(=O)OCOC)C(=C1C)C)C)OC